C(C1=CC=CC=C1)N1SC(C(C2=C1N=C(N2C)NCC2=CC=CC=C2)=O)C2=CC=C(C=C2)Cl 1-benzyl-6-(benzylamino)-3-(4-chlorophenyl)-5-methyl-3,5-dihydroimidazo[4,5-c][1,2]thiazin-4(1H)-one